2-bromo-N-(2-cyanoethyl)acetamide BrCC(=O)NCCC#N